(S)-2-((3-cyanopyrazin-2-yl)amino)-4-((2-(2,2-difluoroethoxy)ethyl)(4-(5,6,7,8-tetrahydro-1,8-naphthyridin-2-yl)butyl)amino)butanoic acid C(#N)C=1C(=NC=CN1)N[C@H](C(=O)O)CCN(CCCCC1=NC=2NCCCC2C=C1)CCOCC(F)F